(5-bromo-2-(methyl-d3)-2H-indazol-4-yl)methanol BrC1=C(C2=CN(N=C2C=C1)C([2H])([2H])[2H])CO